6-((4-(4-(3-amino-2-fluorophenyl)-2-(bicyclo[1.1.1]pentan-1-yl)thiazol-5-yl)-pyrimidin-2-yl)amino)-2-thiaspiro[3.3]heptane 2,2-dioxide NC=1C(=C(C=CC1)C=1N=C(SC1C1=NC(=NC=C1)NC1CC2(CS(C2)(=O)=O)C1)C12CC(C1)C2)F